tert-butyl (2-(difluoromethyl)-3-fluoro-4-(4-((1-methyl-1H-pyrazol-3-yl)amino)-1,3,5-triazin-2-yl)benzyl)carbamate FC(C1=C(CNC(OC(C)(C)C)=O)C=CC(=C1F)C1=NC=NC(=N1)NC1=NN(C=C1)C)F